(S)-2-Chloro-4-(8-(4-(4-(4-(4-(2,4-dioxotetrahydropyrimidin-1(2H)-yl)phenyl)piperazine-1-yl)-[1,4'-bipiperidine]-1'-carbonyl)phenyl)-3-methyl-2,8-diazaspiro[4.5]dec-2-yl)benzonitrile ClC1=C(C#N)C=CC(=C1)N1CC2(C[C@@H]1C)CCN(CC2)C2=CC=C(C=C2)C(=O)N2CCC(CC2)N2CCC(CC2)N2CCN(CC2)C2=CC=C(C=C2)N2C(NC(CC2)=O)=O